2-(4,4-difluoropiperidin-1-yl)-N-(4-(3-(piperidin-1-yl)cyclobutoxy)phenyl)acetamide FC1(CCN(CC1)CC(=O)NC1=CC=C(C=C1)OC1CC(C1)N1CCCCC1)F